ClC=1C=C2C(=CC=NC2=CN1)OC=1C(=CC(=NC1)NC(=O)C=1C(N(C=CC1)C1=CC=C(C=C1)F)=O)C N-[5-[(6-chloro-1,7-naphthyridin-4-yl)oxy]-4-methyl-2-pyridyl]-1-(4-fluorophenyl)-2-oxo-pyridine-3-carboxamide